benzoic acid (2R,3R,5R,6s)-5-((tert-butyldiphenylsilyl) oxy)-2-(((R,E)-7-isopropoxy-7-oxohept-5-en-2-yl) oxy)-6-methyltetrahydro-2H-pyran-3-yl ester [Si](C1=CC=CC=C1)(C1=CC=CC=C1)(C(C)(C)C)O[C@@H]1C[C@H]([C@@H](O[C@H]1C)O[C@H](C)CC\C=C\C(=O)OC(C)C)OC(C1=CC=CC=C1)=O